2-[[[1-[4-(trifluoromethyl)phenyl]indazol-3-yl]amino]methyl]prop-2-enoic acid FC(C1=CC=C(C=C1)N1N=C(C2=CC=CC=C12)NCC(C(=O)O)=C)(F)F